C(C1=CC=CC=C1)OC1=C(C=CC=C1)C(CNC(=O)COC1=C(C=CC=C1)P(O)(O)=O)(F)F 2-((2-(2-(benzyloxy)phenyl)-2,2-difluoroethylcarbamoyl)methoxy)phenylphosphonic acid